C1(CCCC1)NC=1N=C(C=C2C=CC=NC12)C(=O)N(C)OC 8-(cyclopentylamino)-N-methoxy-N-methyl-1,7-naphthyridine-6-carboxamide